sodium 4-(octyloxy)benzoate C(CCCCCCC)OC1=CC=C(C(=O)[O-])C=C1.[Na+]